ClC1=NC=C(C(=N1)NC1=CC2=C(NC(O2)=O)C=C1)C 6-(2-chloro-5-methylpyrimidin-4-ylamino)benzo[d]oxazol-2(3H)-one